CC=1C(=C2C=NN(C2=CC1C)C1OCCCC1)C1=C(C=2N=C(N=C(C2C=N1)OCC(F)(F)F)OCC12CCCN2CCC1)F 7-(5,6-dimethyl-1-(tetrahydro-2H-pyran-2-yl)-1H-indazol-4-yl)-8-fluoro-2-((hexahydro-1H-pyrrolizin-7a-yl)methoxy)-4-(2,2,2-trifluoroethoxy)pyrido[4,3-d]pyrimidine